C[C@](N)(C(C)C)C(=O)O D-α-methylvaline